N-methyl-4-piperidin-formamide CNC(=O)C1CCNCC1